2-(2-((S)-3-Aminopyrrolidin-1-yl)-6-cyclopropylpyrimidin-4-yl)-4-(2-fluoro-6-methoxyphenyl)-2,3-dihydro-1H-pyrrolo[3,4-c]pyridin-1-one N[C@@H]1CN(CC1)C1=NC(=CC(=N1)N1CC=2C(=NC=CC2C1=O)C1=C(C=CC=C1OC)F)C1CC1